COC(C(C)(C)C1=CC(=C(C(=C1)F)C1=CSC=C1)F)=O 2-(3,5-difluoro-4-(thiophen-3-yl)phenyl)-2-methylpropanoic acid methyl ester